6-[[(1S)-4-bromoindan-1-yl]amino]-5-iodo-2-methoxy-pyridine-3-carbonitrile BrC1=C2CC[C@@H](C2=CC=C1)NC1=C(C=C(C(=N1)OC)C#N)I